NC1=C(C=C(C=2C(C3=CC=CC=C3C(C12)=O)=O)O)OC1=CC=CC=C1 1-amino-4-hydroxy-2-phenoxy-9,10-anthraquinone